tert-butyl 3-[6-(1-ethoxyvinyl)-3-pyridyl]-3-hydroxy-pyrrolidine-1-carboxylate C(C)OC(=C)C1=CC=C(C=N1)C1(CN(CC1)C(=O)OC(C)(C)C)O